C1=CC=CC=2C3=CC=CC=C3N(C12)C1=CC=C(C=C1)C1(C2CC3CC(CC1C3)C2)C2=CC=C(C=C2)N2C3=CC=CC=C3C=3C=CC=CC23 2,2-bis(4-carbazol-9-yl-phenyl)adamantane